(5-(5-(4,5-dihydrofuran-2-yl)benzo[d]oxazol-2-yl)-8-(methylamino)-2,7-naphthyridin-3-yl)cyclopropanecarboxamide O1C(=CCC1)C=1C=CC2=C(N=C(O2)C2=C3C=C(N=CC3=C(N=C2)NC)C2(CC2)C(=O)N)C1